2-chloro-5-(pyrazolo[1,5-a]pyridin-5-yl)-7-tosyl-7H-pyrrolo[2,3-d]pyrimidine ClC=1N=CC2=C(N1)N(C=C2C2=CC=1N(C=C2)N=CC1)S(=O)(=O)C1=CC=C(C)C=C1